N-(12-(hexylamino)dodecyl)-7-hydroxy-2-oxo-2H-chromene-3-carboxamide C(CCCCC)NCCCCCCCCCCCCNC(=O)C=1C(OC2=CC(=CC=C2C1)O)=O